C1(=CC=CC=C1)C=1C2=CC=CC=C2C(=C2C=CC=CC12)C1=CC=C(C=C1)C1=CC=C(C=C1)C1(C2=CC=CC=C2C=2C=CC=CC12)C1=CC=CC=C1 9-phenyl-10-[4'-(9-phenyl-9H-fluoren-9-yl)-biphenyl-4-yl]anthracene